(R)-N-(4-chlorophenyl)-2-((1S,4S)-4-(6-fluoroquinolin-4-yl)cyclohexyl)propanamide C[C@H](C1CCC(CC1)C2=C3C=C(C=CC3=NC=C2)F)C(=O)NC4=CC=C(C=C4)Cl